2',3,4,4',6'-Pentahydroxy-3-C-β-D-glucopyranosyldihydrochalcone C1C(C=CC(C1([C@H]2[C@@H]([C@H]([C@@H]([C@H](O2)CO)O)O)O)O)O)C=CC(=O)C3=C(C=C(C=C3O)O)O